N1CC(C1)=O azetidine-3-one